ammonium monolauryl phosphate P(=O)(OCCCCCCCCCCCC)([O-])[O-].[NH4+].[NH4+]